COC(C(CCO)C=1SC=C(C1)C1=CNC2=C(C=CC=C12)F)=O (4-(7-fluoro-1H-indol-3-yl)thiophen-2-yl)-4-hydroxybutyric acid methyl ester